2-chloro-N-(1-(3,3-dimethylcyclohexyl)piperidin-4-yl)-6,7-dimethoxy-N-methylquinazolin-4-amine ClC1=NC2=CC(=C(C=C2C(=N1)N(C)C1CCN(CC1)C1CC(CCC1)(C)C)OC)OC